CP(=O)(C)C=1C=NN2C1C(=CC(=C2)OCC(C)(C)O)C=2C=CC(=NC2)N2CC1N(C(C2)C1)C(=O)NC1=CC=CC=C1 3-(5-(3-(Dimethylphosphoryl)-6-(2-hydroxy-2-methylpropoxy)pyrazolo[1,5-a]pyridin-4-yl)pyridin-2-yl)-N-phenyl-3,6-diazabicyclo[3.1.1]heptane-6-carboxamide